N-[2-[(2R)-3-(3,4-Dihydro-1H-isochinolin-2-yl)-2-hydroxy-propyl]-1-oxo-3,4-dihydroisochinolin-6-yl]pyridin-3-carboxamid C1N(CCC2=CC=CC=C12)C[C@H](CN1C(C2=CC=C(C=C2CC1)NC(=O)C=1C=NC=CC1)=O)O